[[8-amino-7-fluoro-6-(5-hydroxy-4-methyl-3-pyridyl)-3-isoquinolyl]amino]-6-methyl-5,8-dihydro-4H-pyrazolo[1,5-d][1,4]diazepin-7-one NC=1C(=C(C=C2C=C(N=CC12)NC1=NN2CC(N(CCC2=C1)C)=O)C=1C=NC=C(C1C)O)F